FC=1C=C(C(=C(C1)NC1=NC=CN=C1)C)N 5-fluoro-2-methyl-N1-(pyrazin-2-yl)benzene-1,3-diamine